ClC1=CC=C2C(=CC(N(C2=N1)C=1C(=NC=CC1)C)=O)O 7-chloro-4-hydroxy-1-(2-methylpyridin-3-yl)-1,8-naphthyridin-2(1H)-one